N-((1R,5S,6s)-3-oxabicyclo[3.1.0]hexan-6-yl)-4-methoxy-5-(pyrazolo[1,5-a]pyridin-5-yl)-7-tosyl-7H-pyrrolo[2,3-d]pyrimidin-2-amine [C@H]12COC[C@@H]2C1NC=1N=C(C2=C(N1)N(C=C2C2=CC=1N(C=C2)N=CC1)S(=O)(=O)C1=CC=C(C)C=C1)OC